FC(C(=O)O)(F)F.CC1(CN(CCN1)C1=C2C(=NC=C1)N(CC2)C(=O)NC2=CC=1N(C=C2F)N=C(C1)C)C 4-(3,3-dimethylpiperazin-1-yl)-N-(6-fluoro-2-methylpyrazolo[1,5-a]pyridin-5-yl)-2,3-dihydro-1H-pyrrolo[2,3-b]pyridine-1-carboxamide 2,2,2-trifluoroacetate